rel-(1R,2R)-2-(2,3-Dichloro-5-{[2,6-dimethyl-4-(2-phenylethoxy)benzoyl]amino}-4-fluorophenyl)cyclopropanecarboxylic acid ClC1=C(C=C(C(=C1Cl)F)NC(C1=C(C=C(C=C1C)OCCC1=CC=CC=C1)C)=O)[C@H]1[C@@H](C1)C(=O)O |o1:29,30|